CN1CN(C=C1)C1=C(C=CC=C1)C=1OC(=NN1)C1=C(C=CC=C1)N1CN(C=C1)C 2,5-bis(2-(3-methyl-2,3-dihydro-1H-imidazol-1-yl)phenyl)-1,3,4-oxadiazole